C1(CC1)OCCOC1=CC=C(C2=CN(N=C12)C)C1=CC(=C(CN2C(C3=NC=CC=C3C2=O)([2H])[2H])C=C1)F 6-(4-(7-(2-cyclopropoxyethoxy)-2-methyl-2H-indazol-4-yl)-2-fluorobenzyl)-6,7-dihydro-5H-pyrrolo[3,4-b]pyridin-5-one-7,7-d2